C(CCCCCCCCCCCCCCCCC)(=O)N[C@@H](CO)[C@@H]([C@@H](CCCCCCCCCCCCCC)O)O (2S,3S,4R)-2-octadecanoylaminooctadecane-1,3,4-triol